NC1=C2N=CN(C2=NC(=N1)Cl)[C@H]1[C@H]([C@@H]([C@H](O1)COC(C(=O)O)(C(=O)O)CC=1C=NN(C1)CC1=CC=CC=C1)O)F 2-(((2R,3R,4S,5R)-5-(6-amino-2-chloro-9H-purin-9-yl)-4-fluoro-3-hydroxytetrahydro-furan-2-yl)methoxy)-2-((1-benzyl-1H-pyrazol-4-yl)methyl)malonic acid